tert-Butyl 3-[6-[(5-methoxy-2-pyridyl)-methyl-amino]-3-pyridyl]azetidine-1-carboxylate COC=1C=CC(=NC1)N(C1=CC=C(C=N1)C1CN(C1)C(=O)OC(C)(C)C)C